(R)-7-((5-(4-hydroxypiperidin-1-yl)pyridin-2-yl)amino)-4-(imidazo[1,2-a]pyridin-3-yl)-3-methylisoindolin-1-one OC1CCN(CC1)C=1C=CC(=NC1)NC=1C=CC(=C2[C@H](NC(C12)=O)C)C1=CN=C2N1C=CC=C2